COC1=C(C=CC(=C1)N1C=NN(C1=O)C)C(=O)N[C@@]1(CCC=2N(C3=CC=C(C=C3C2)C)C1)C1=CC=CC=C1 (7S)-7-({[2-Methoxy-4-(1-methyl-5-oxo-1,5-dihydro-4H-1,2,4-triazol-4-yl)phenyl]carbonyl}amino)-2-methyl-7-phenyl-6,7,8,9-tetrahydropyrido[1,2-a]indol